C[Si](C)(C)N(CCC(C)C)[Si](C)(C)C 1-bis(trimethylsilyl)amino-3-methylbutane